ClC1=C(C(=CC=C1)F)CC(=O)NC1=C(C(=NO1)C1=CC=C(C=C1)F)C1=NC=NC=C1 5-[(2-chloro-6-fluorophenyl)acetylamino]-3-(4-fluorophenyl)-4-(4-pyrimidinyl)isoxazole